dimethyl-2-hydroxyethylamine CN(CCO)C